FC1=C(C=CC(=C1F)OC)C1=CN=C2N1C=CN=C2NC2=CC(=C(C(=O)NCC[N+]1(CC(CC1)C(=O)N)C)C=C2)CC 1-[2-[[4-[[3-(2,3-Difluoro-4-methoxy-phenyl)imidazo[1,2-a]pyrazin-8-yl]amino]-2-ethyl-benzoyl]amino]ethyl]-1-methyl-pyrrolidin-1-ium-3-carboxamide